C1(CCCC1)N1C(C(N(C=C1)CC=1N=NC(=CC1)C1=CC(=CC=C1)F)=O)=O 1-cyclopentyl-4-((6-(3-fluorophenyl)pyridazin-3-yl)methyl)-1,4-dihydropyrazine-2,3-dione